NC1=NC=2C=CC(=CC2C2=C1C=NN2C)C(=O)N(CC2=NN1C(C=CC=C1)=C2)N2C(CCCC2)=O 4-amino-1-methyl-N-(2-oxo-1-piperidyl)-N-(pyrazolo[1,5-a]pyridin-2-ylmethyl)pyrazolo[4,3-c]quinoline-8-carboxamide